1-(2-ethoxyethyl)-3-ethylimidazole perrhenate [Re](=O)(=O)(=O)O.C(C)OCCN1CN(C=C1)CC